CC1(C=CC=C1)[Zr]C1(CCC2CC=CC=C12)C (methyl-cyclopentadienyl)(1-methyl-tetrahydroindenyl)zirconium